C(C)(C)(C)OC(NC(C)C1=NC2=CC=CC(=C2C(N1C1CC(C1)(CO)F)=O)Cl)=O (1-(5-chloro-3-(3-fluoro-3-(hydroxymethyl)cyclobutyl)-4-oxo-3,4-dihydroquinazolin-2-yl)ethyl)carbamic acid tert-butyl ester